OC1=C(C=C(C(=C1)OC)F)C1=C(C(=O)O)C=CC=C1 2-(2-hydroxy-4-methoxy-5-fluorophenyl)benzoic acid